3-[5-(6-hydroxyhex-1-ynyl)-3-methyl-2-oxo-benzimidazol-1-yl]piperidine-2,6-dione OCCCCC#CC1=CC2=C(N(C(N2C)=O)C2C(NC(CC2)=O)=O)C=C1